1,2,4-triazolo[4,3-a]pyridin-6-amine N=1N=CN2C1C=CC(=C2)N